2-(1-{N-methyl-5-[(tert-butoxy)carbonyl]-4H,5H,6H,7H-pyrazolo[1,5-a]pyrazine-3-amido}cyclopropyl)pyridine-3-carboxylic acid CN(C(=O)C=1C=NN2C1CN(CC2)C(=O)OC(C)(C)C)C2(CC2)C2=NC=CC=C2C(=O)O